5-benzyl-N-{7-methyl-6-oxo-7-azatricyclo[6.4.0.0^2,4]dodeca-1(8),9,11-trien-5-yl}-4H-1,2,4-triazole-3-carboxamide C(C1=CC=CC=C1)C=1NC(=NN1)C(=O)NC1C2CC2C=2C=CC=CC2N(C1=O)C